Hex-5-ylmethylamine hydrochloride Cl.CCCCC(C)NC